NC(C(C1=CN=CC2=CN=CC=C12)NC(=O)[C@@H]1[C@H]2C([C@H]2CN1C([C@H](C(C)(C)C)NC(C(F)(F)F)=O)=O)(C)C)=O (1R,2S,5S)-N-[2-amino-1-(2,7-naphthyridin-4-yl)-2-oxo-ethyl]-3-[(2S)-3,3-dimethyl-2-[(2,2,2-trifluoroacetyl)amino]butanoyl]-6,6-dimethyl-3-azabicyclo[3.1.0]hexane-2-carboxamide